C(C)(C)[O-] Isopropanolate